hexa(N-pyrrolidinyl)disilane N1(CCCC1)[Si]([Si](N1CCCC1)(N1CCCC1)N1CCCC1)(N1CCCC1)N1CCCC1